C(C)(=O)N1CCC(CC1)NCC1=C(C(=NC=C1)NC=1C(=C(C=CC1)C1=NC=CC(=C1Cl)C1=NC(=C(C=C1)CNC[C@@H]1CCC(N1)=O)OC)OC)F (S)-5-((((2'-(3-((4-(((1-acetylpiperidin-4-yl)amino)methyl)-3-fluoropyridin-2-yl)amino)-2-methoxyphenyl)-3'-chloro-6-methoxy-[2,4'-bipyridin]-5-yl)methyl)amino)methyl)pyrrolidin-2-one